FC(C1=C(C=C2CCCN(C2=C1)C=1N=C(C=C2C=CC=NC12)C(=O)O)C=1CCN(CC1)C)F 8-[7-difluoromethyl-6-(1-methyl-1,2,3,6-tetrahydropyridin-4-yl)-3,4-dihydro-2H-quinolin-1-yl]-[1,7]naphthyridine-6-carboxylic acid